1-(4-methoxymethoxyphenyl)-7-(4-acetoxyphenyl)-3-hydroxy-1,3-heptadien-5-one COCOC1=CC=C(C=C1)C=CC(=CC(CCC1=CC=C(C=C1)OC(C)=O)=O)O